(S)-3-(8-(2-chloro-4-cyanophenyl)quinolin-5-yl)-2-(2,6-difluoro-4-((methylsulfonyl)methyl)benzamido)propanoic acid ClC1=C(C=CC(=C1)C#N)C=1C=CC(=C2C=CC=NC12)C[C@@H](C(=O)O)NC(C1=C(C=C(C=C1F)CS(=O)(=O)C)F)=O